tert-butyl (R)-(1-(6-(3-azidooxetan-3-yl)pyridin-3-yl)piperidin-3-yl)(cyclobutylmethyl)carbamate N(=[N+]=[N-])C1(COC1)C1=CC=C(C=N1)N1C[C@@H](CCC1)N(C(OC(C)(C)C)=O)CC1CCC1